(2S,4R)-N-((R)-1-(4-carbamimidoylthiophen-2-yl)ethyl)-1-((5,5-dioxidodibenzo[b,d]thiophene-3-carbonyl)glycyl)-4-fluoro-4-(methoxymethyl)pyrrolidine-2-carboxamide C(N)(=N)C=1C=C(SC1)[C@@H](C)NC(=O)[C@H]1N(C[C@](C1)(COC)F)C(CNC(=O)C=1C=CC2=C(S(C3=C2C=CC=C3)(=O)=O)C1)=O